ClC=1C=C(C=NC1C1CCC(CC1)(F)F)NC(=O)NC1=CNC2=CC=C(C=C12)C(F)F 1-(5-chloro-6-(4,4-difluorocyclohexyl)pyridin-3-yl)-3-(5-(difluoromethyl)-1H-indol-3-yl)urea